2-(azepan-1-yl)-6-fluoro-N-(3-sulfamoyl-phenyl)pyridine-3-carboxamide N1(CCCCCC1)C1=NC(=CC=C1C(=O)NC1=CC(=CC=C1)S(N)(=O)=O)F